O1COC2=C1C=CC(=C2)C2=NC1=C(N2)C=CC(=C1)\N=C\C1=C(C(=C(C(=C1)Br)O)Br)O (E)-4-(((2-(benzo[d][1,3]dioxol-5-yl)-1H-benzo[d]imidazol-5-yl)imino)methyl)-2,6-dibromobenzene-1,3-diol